ClC1=C2C=CN(C2=CC=C1C(F)(F)F)S(=O)(=O)C1=CC=C(C)C=C1 4-chloro-1-tosyl-5-(trifluoromethyl)-1H-indole